C(C(C)(C)C)N(C1=NC=CC(=N1)C#N)CC1=NC2=CC=CC=C2C=C1 2-(neopentyl-(quinolin-2-ylmethyl)amino)pyrimidine-4-carbonitrile